4-((1-chloro-6-methoxyisoquinolin-7-yl)amino)-4-oxobutanoate ClC1=NC=CC2=CC(=C(C=C12)NC(CCC(=O)[O-])=O)OC